1,3,5-triethynyl-2-methoxybenzene C(#C)C1=C(C(=CC(=C1)C#C)C#C)OC